3-(4-(5-aminopentyl)-3-methyl-2-oxo-2,3-dihydro-1H-benzo[d]imidazol-1-yl)piperidine-2,6-dione hydrochloride Cl.NCCCCCC1=CC=CC=2N(C(N(C21)C)=O)C2C(NC(CC2)=O)=O